(2R,4S)-N-((S)-1-(((6-amino-2-methylpyridin-3-yl)methyl)amino)-3-hydroxy-1-oxoprop-2-yl)-4-benzylpyrrolidine-2-carboxamide dihydrochloride Cl.Cl.NC1=CC=C(C(=N1)C)CNC([C@H](CO)NC(=O)[C@@H]1NC[C@H](C1)CC1=CC=CC=C1)=O